1-(6-(1H-pyrazol-1-yl)pyrazin-2-yl)-4-(pyridin-3-yl)piperidin-4-ol N1(N=CC=C1)C1=CN=CC(=N1)N1CCC(CC1)(O)C=1C=NC=CC1